NCC(CCCN)CCCN 4-(aminomethyl)heptane-1,7-diamine